2-(1-cyanocyclopropyl)-N-(3-fluoro-4-methyl-5-(3-(9-(tetrahydro-2H-pyran-2-yl)-9H-purin-6-yl)pyridin-2-ylamino)phenyl)isonicotinamide C(#N)C1(CC1)C=1C=C(C(=O)NC2=CC(=C(C(=C2)NC2=NC=CC=C2C2=C3N=CN(C3=NC=N2)C2OCCCC2)C)F)C=CN1